N-phenyl-2-(di-tert-butylphenyl)pyrrole C1(=CC=CC=C1)N1C(=CC=C1)C1=C(C(=CC=C1)C(C)(C)C)C(C)(C)C